BrC=1C=C2CCC[C@H](C2=CC1)O |r| rac-6-bromo-1,2,3,4-tetrahydronaphthalen-1-ol